C(C)(C)(C)C1=CC=C(C=C1)[C@H](C)NC(=O)C1=CC=C2C(=C(N(C2=C1)CC1CCC1)C)CC=1C=CC(=C(O[C@H](C(=O)O)C)C1)Cl (S)-2-(5-((6-(((S)-1-(4-(tert-butyl)phenyl)ethyl)carbamoyl)-1-(cyclobutylmethyl)-2-methyl-1H-indol-3-yl)methyl)-2-chlorophenoxy)propanoic acid